(S)-4-(2-carbamoyl-pyrrolidin-1-yl)-2-chloro-7,8-dihydropyrido[4,3-d]pyrimidine-6(5H)-carboxylic acid tert-butyl ester C(C)(C)(C)OC(=O)N1CC2=C(N=C(N=C2N2[C@@H](CCC2)C(N)=O)Cl)CC1